oxobut-1-en-2-yl adamantane-2-carboxylate C12C(C3CC(CC(C1)C3)C2)C(=O)OC(=C)CC=O